ClC1=C(C(=CC=C1)F)CC1=NOC(N1CCC)=O 3-[(2-chloro-6-fluorophenyl)methyl]-4-propyl-4,5-dihydro-1,2,4-oxadiazol-5-one